trans-2-hexanal CC(CCCC)=O